4-(4-(1-acetyl-1,2,3,6-tetrahydropyridin-4-yl)phenyl)-1H-1,2,3-triazole-5-carboxylic acid C(C)(=O)N1CCC(=CC1)C1=CC=C(C=C1)C=1N=NNC1C(=O)O